(2-(2-fluoro-5-methoxyphenylamino)-5-methylpyrimidin-4-ylamino)benzo[d]oxazol-2(3H)-one FC1=C(C=C(C=C1)OC)NC1=NC=C(C(=N1)NN1C(OC2=C1C=CC=C2)=O)C